methyl 5-bromo-4-chloronicotinate BrC=1C=NC=C(C(=O)OC)C1Cl